C(#N)C1=C(SC2=C1C(=NC=C2F)C=2C1=C(C=3C=NC(=NC3C2F)N2C[C@@H](CC2)N(C)C)COC1)NC(OC(C)(C)C)=O tert-Butyl (3-cyano-4-(3-((R)-3-(dimethylamino)pyrrolidin-1-yl)-5-fluoro-7,9-dihydrofuro[3,4-f]quinazolin-6-yl)-7-fluorothieno[3,2-c]pyridin-2-yl)carbamate